CC1=C(C=C(C=C1)NC(C1=CC(=NC=C1)C(F)(F)F)=O)C1=CC2=C(N=C(N=C2)NCCN2CCOCC2)N=C1C N-(4-methyl-3-(7-methyl-2-((2-morpholinoethyl)amino)pyrido[2,3-d]pyrimidin-6-yl)phenyl)-2-(trifluoromethyl)isonicotinamide